tert-butyl (R)-(1-(3-iodo-2-methyl-5-nitro-2H-indazol-4-yl)piperidin-3-yl)carbamate IC=1N(N=C2C=CC(=C(C12)N1C[C@@H](CCC1)NC(OC(C)(C)C)=O)[N+](=O)[O-])C